C(C)(C)(C)OC(=O)N1CCC2(CCN(C2)CC(F)F)CC1 2-(2,2-difluoroethyl)-2,8-diazaspiro[4.5]decane-8-carboxylic acid tert-butyl ester